1-(4-chlorophenyl)-N',N'-dimethyl-ethane-1,2-diamine ClC1=CC=C(C=C1)C(CN(C)C)N